4-(7,7-difluoro-2-(2-methylazetidin-1-yl)-6,7-dihydro-5H-cyclopenta[d]pyrimidin-4-yl)-1-(2-oxo-2-(piperazin-1-yl)ethyl)piperazin-2-one FC1(CCC2=C1N=C(N=C2N2CC(N(CC2)CC(N2CCNCC2)=O)=O)N2C(CC2)C)F